4-(benzyloxy)-3-(trifluoromethyl)-8-(1H-indol-5-yl)-10-[2-(morpholin-4-yl)ethyl]phenoxazine C(C1=CC=CC=C1)OC1=C(C=CC=2N(C3=CC(=CC=C3OC12)C=1C=C2C=CNC2=CC1)CCN1CCOCC1)C(F)(F)F